CN1C(=NC2=CC=C(C=C2C1=O)C)C1=CC=CC=C1 3,6-dimethyl-4-oxo-2-phenyl-3,4-dihydroquinazoline